(2-bromobenzyl)-6,7-dimethoxy-1,2,3,4-tetrahydroisoquinoline BrC1=C(CC2NCCC3=CC(=C(C=C23)OC)OC)C=CC=C1